4-chloro-N-[(3S,6R)-6-{5-[2-(trifluoromethoxy)ethoxy]-1,3,4-oxadiazol-2-yl}piperidin-3-yl]benzamide ClC1=CC=C(C(=O)N[C@@H]2CN[C@H](CC2)C=2OC(=NN2)OCCOC(F)(F)F)C=C1